N-((S)-(7-((S*)-Cyclopropyl(2-((R*)-2,2-difluorocyclopropyl)acetamido)methyl)imidazo[1,2-b]pyridazin-2-yl)(4,4-difluorocyclohexyl)methyl)-1-isopropyl-1H-pyrazole-5-carboxamide C1(CC1)[C@@H](C1=CC=2N(N=C1)C=C(N2)[C@@H](NC(=O)C2=CC=NN2C(C)C)C2CCC(CC2)(F)F)NC(C[C@H]2C(C2)(F)F)=O |o1:3,36|